(R)-2-((1-(3,7-dimethyl-2-(4-(1-methyl-3-(trifluoromethyl)-1H-pyrazol-4-yl)piperazin-1-yl)-4-oxo-4H-pyrido[1,2-a]pyrimidin-9-yl)ethyl)amino)benzoic acid CC1=C(N=C2N(C1=O)C=C(C=C2[C@@H](C)NC2=C(C(=O)O)C=CC=C2)C)N2CCN(CC2)C=2C(=NN(C2)C)C(F)(F)F